2-amino-6-borono-2-(1-(5-chloropyridin-2-yl)piperidin-4-yl)hexanoic acid NC(C(=O)O)(CCCCB(O)O)C1CCN(CC1)C1=NC=C(C=C1)Cl